CC(CCCC(CN)C)N 1,5-dimethylhexamethylenediamine